tert-Butyl (3R,4R)-4-(4-(4,7-dichloro-2-(2-ethoxy-1-((R)-6-fluoro-6,7-dihydro-5H-pyrrolo[1,2-c]imidazol-1-yl)-2-oxoethyl)-2H-indazol-6-yl)phenyl)-3-fluoropiperidine-1-carboxylate ClC=1C2=CN(N=C2C(=C(C1)C1=CC=C(C=C1)[C@@H]1[C@H](CN(CC1)C(=O)OC(C)(C)C)F)Cl)C(C(=O)OCC)C1=C2N(C=N1)C[C@@H](C2)F